Cl.NC1=CN=CC2=CC=C(C=C12)C(=O)OC methyl 4-aminoisoquinoline-6-carboxylate hydrochloride